2-methyl-3-propan-2-ylthiophene CC=1SC=CC1C(C)C